C1(=CC(=C(C=C1)CC(=O)O)CC(=O)O)C1=CC(=C(C=C1)CC(=O)O)CC(=O)O 3,3',4,4'-biphenyl-tetraacetic acid